CS(=O)(=O)OCCC(N1C=NC2=CC=C(C=C2C1=O)C=1C=NN(C1)C1OCCCC1)C1=CC(=CC=C1)OC 3-(3-methoxyphenyl)-3-(4-oxo-6-(1-(tetrahydro-2H-pyran-2-yl)-1H-pyrazol-4-yl)quinazolin-3(4H)-yl)propyl methanesulfonate